ClC1=CC=C(C=N1)C1=C(C=C(C=C1)[N+](=O)[O-])S(=O)(=O)N=CN(C)C 2-(6-chloropyridin-3-yl)-N-[(dimethylamino)methylidene]-5-Nitrobenzenesulfonamide